3,4-dichloro-6-[6-(dimethylphosphoryl)pyridin-3-yl]-7-fluoro-2-methylquinoline ClC=1C(=NC2=CC(=C(C=C2C1Cl)C=1C=NC(=CC1)P(=O)(C)C)F)C